2-hydroxy-2,3-dimethylbutyronitrile OC(C#N)(C(C)C)C